1,9-dicyanodecane C(#N)CCCCCCCCC(C)C#N